COC1=CC=C(C=C1)C(C#C)(O)C1=CC=C(C=C1)OC 1,1-bis(4-methoxyphenyl)propan-2-yn-1-ol